C(=O)O.FC1=CC=2N(C=C1NC(=O)N1CCC=3C1=NC=CC3N3CCNC1(CC1)C3)C=C(N2)C N-(7-fluoro-2-methylimidazo[1,2-a]pyridin-6-yl)-4-(4,7-diazaspiro[2.5]octan-7-yl)-2,3-dihydro-1H-pyrrolo[2,3-b]pyridine-1-carboxamide formate